FC(C1=CC=C(C=C1)[C@@H]1N(CCOC1)C=O)(F)F [(3S)-3-[4-(trifluoromethyl)phenyl]morpholin-4-yl]methanone